5-((6-bromo-3-isopropyl-3H-imidazo[4,5-c]pyridin-4-yl)amino)-3,4-difluoro-2-methylbenzamide BrC1=CC2=C(C(=N1)NC=1C(=C(C(=C(C(=O)N)C1)C)F)F)N(C=N2)C(C)C